8,8-dimethyl-2-[1-methyl-3-(trifluoromethyl)-1H-pyrazole-4-carbonyl]-7-oxo-2-azaspiro[3.5]non-5-ene-6-carbonitrile CC1(C(C(=CC2(CN(C2)C(=O)C=2C(=NN(C2)C)C(F)(F)F)C1)C#N)=O)C